FC1=CC=C(C=C1)C=1NC2=CC=CC=C2C1CCC(=O)N[C@@H]1C(NC[C@@H]1O)=O 3-[2-(4-fluorophenyl)-1H-indol-3-yl]-N-[(3S,4S)-4-hydroxy-2-oxo-pyrrolidin-3-yl]propionamide